(R)-N-(2-hydroxy-1-phenylethyl)-1-(3-(4-methoxyphenyl)-1,2,4-oxadiazol-5-yl)piperidine-4-carboxamide OC[C@@H](C1=CC=CC=C1)NC(=O)C1CCN(CC1)C1=NC(=NO1)C1=CC=C(C=C1)OC